5-fluoro-2-methoxy-3-(1-(methyl-d3)-1H-1,2,4-triazol-3-yl)aniline FC=1C=C(C(=C(N)C1)OC)C1=NN(C=N1)C([2H])([2H])[2H]